(E)-2-((hydroxyimino)methyl)-1-methyl-4-(3-methoxyphenoxy)pyridin-1-ium iodide [I-].O\N=C\C1=[N+](C=CC(=C1)OC1=CC(=CC=C1)OC)C